5-[(5-Methoxypyridin-2-yl)methoxy]-2-[(6-methoxypyridin-3-yl)methyl]-2,3-dihydro-1H-isoindol-1-one COC=1C=CC(=NC1)COC=1C=C2CN(C(C2=CC1)=O)CC=1C=NC(=CC1)OC